O\N=C(/N)\C=1C(=C2C(=NC1)NC=C2)N[C@H]2CN(CCC2)C(=O)OC(C)(C)C tert-butyl (R,Z)-3-((5-(N'-hydroxycarbamimidoyl)-1H-pyrrolo[2,3-b]pyridin-4-yl)amino)piperidine-1-carboxylate